FC1=C(C=CC(=C1)F)C(C(C1=NC=C(C=C1)C1=CC=C(C=C1)OCC(F)(F)F)(F)F)(CN1N=NN=C1)O (2,4-difluorophenyl)-1,1-difluoro-3-(tetrazol-1-yl)-1-[5-[4-(2,2,2-trifluoroethoxy)phenyl]-2-pyridyl]propan-2-ol